(4aR,8aS)-6-[3-[4-[(2-Methyl-3-pyridyl)oxy]phenyl]azetidine-1-carbonyl]-4,4a,5,7,8,8a-hexahydropyrido[4,3-b][1,4]oxazin-3-one CC1=NC=CC=C1OC1=CC=C(C=C1)C1CN(C1)C(=O)N1C[C@@H]2[C@@H](OCC(N2)=O)CC1